(dimethylfluorenyl)amine CC=1C(=C(C=2CC3=CC=CC=C3C2C1)N)C